tert-butyl 2-chloro-8-(1-methyl-1H-pyrazol-4-yl)-8-(trifluoromethyl)-7,8-dihydro-6H-pyrazolo[1,5-a]pyrrolo[2,3-e]pyrimidine-6-carboxylate ClC1=NN2C(N=CC3=C2C(CN3C(=O)OC(C)(C)C)(C(F)(F)F)C=3C=NN(C3)C)=C1